4-(2-methoxy-5-nitro-phenyl)morphine COC1=C(C=C(C=C1)[N+](=O)[O-])C12C(C=CC=3C[C@@H]4[C@@H]5C=C[C@@H]([C@@H]([C@@]5(C13)CCN4C)O2)O)O